S1C(=CC=C1)CN=C1C2=CC=CC=C2C=2C=CC=CC12 N-(thiophen-2-ylmethyl)-9H-fluoren-9-imine